CC1(OC(C(C(O1)=O)=C1C[C@@H](N(CC1)C(=O)OC(C)(C)C)C)=O)C tert-butyl (2S)-4-(2,2-dimethyl-4,6-dioxo-1,3-dioxan-5-ylidene)-2-methyl-piperidine-1-carboxylate